C(C(C)(C)C)C=1C=C(C=C(C1O)CC(C)(C)C)CCC(=O)OCC(COC(CCC1=CC(=C(C(=C1)CC(C)(C)C)O)CC(C)(C)C)=O)(COC(CCC1=CC(=C(C(=C1)CC(C)(C)C)O)CC(C)(C)C)=O)COC(CCC1=CC(=C(C(=C1)CC(C)(C)C)O)CC(C)(C)C)=O pentaerythritol tetrakis(3-(3,5-di-neopentyl-4-hydroxyphenyl) propionate)